C1(CC1)N(C1=CC(=C(C(=O)N[C@H](C(=O)O)CC=2C=NC(=CC2)N2C(N(C3=C(C2=O)C=CN=C3)C)=O)C(=C1)F)F)[C@@H](C(F)(F)F)CC (S)-2-(4-(cyclopropyl-((R)-1,1,1-trifluorobut-2-yl)amino)-2,6-difluorobenzoylamino)-3-(6-(1-methyl-2,4-dioxo-1,4-dihydropyrido[3,4-d]pyrimidin-3(2H)-yl)pyridin-3-yl)propanoic acid